C[Si](CCOCN1N=C(C2=CC(=CC=C12)N)C(F)(F)F)(C)C 1-(5,5-dimethyl-2-oxa-5-silahex-1-yl)-3-(trifluoromethyl)indazol-5-amine